N[C@@H](CCC(=O)O)C1=NOC(=N1)[C@H](CCCNC(=N)N)NC(=O)N1[C@@H](CCC1)C(=O)O (((S)-1-(3-((S)-1-amino-3-carboxypropyl)-1,2,4-oxadiazol-5-yl)-4-guanidinobutyl)carbamoyl)-L-proline